octahydropyrrolo[1,2-a]Pyrazine C1C2N(CCN1)CCC2